FC1=NC=CC(=C1)C=1C=C(C#N)C=CC1 3-(2-fluoropyridin-4-yl)benzonitrile